3-{5-[(4-carbamimidoylphenyl)methoxy]-1-(2-methoxybenzoyl)-1H-pyrazol-3-yl}-1-[2-(morpholin-4-yl)acetyl]-4-(trifluoromethyl)piperidine-2-carboxylic acid C(N)(=N)C1=CC=C(C=C1)COC1=CC(=NN1C(C1=C(C=CC=C1)OC)=O)C1C(N(CCC1C(F)(F)F)C(CN1CCOCC1)=O)C(=O)O